4-amino-N-(5-(2-(2,6-dioxopiperidin-3-yl)-1-oxoisoindolin-4-yl)pent-4-yn-1-yl)-3-methoxybenzamide NC1=C(C=C(C(=O)NCCCC#CC2=C3CN(C(C3=CC=C2)=O)C2C(NC(CC2)=O)=O)C=C1)OC